bis[4-(3-maleimidophenoxy) phenyl] sulfone C1(C=CC(N1C=1C=C(OC2=CC=C(C=C2)S(=O)(=O)C2=CC=C(C=C2)OC2=CC(=CC=C2)N2C(C=CC2=O)=O)C=CC1)=O)=O